1-(bromomethyl)-4-isopropylcyclohexane BrCC1CCC(CC1)C(C)C